tert-butyl N-(1-amino-2-methyl-pyridin-1-ium-4-yl)carbamate N[N+]1=C(C=C(C=C1)NC(OC(C)(C)C)=O)C